FC1(COC1)C#CC=1C=CC=2OC[C@@H](C(N(C2N1)C)=O)NC(C1=NC=CC(=C1)OC1=CC(=CC=C1)F)=O (S)-N-(7-((3-fluorooxetan-3-yl)ethynyl)-5-methyl-4-oxo-2,3,4,5-tetrahydropyrido[3,2-b][1,4]oxazepin-3-yl)-4-(3-fluorophenoxy)picolinamide